6-((1H-pyrazol-4-yl)sulfonyl)-2-((6-methylpyridin-2-yl)methyl)phthalazin-1(2H)-one N1N=CC(=C1)S(=O)(=O)C=1C=C2C=NN(C(C2=CC1)=O)CC1=NC(=CC=C1)C